N-[6-[2-(Azetidin-3-yloxy)pyrimidin-5-yl]-2-methoxy-3-pyridyl]-5-methyl-3-phenyl-isoxazole-4-carboxamide N1CC(C1)OC1=NC=C(C=N1)C1=CC=C(C(=N1)OC)NC(=O)C=1C(=NOC1C)C1=CC=CC=C1